(R)-4-[2-(4-bromophenoxy)ethyl]-1,3-dimethylpiperazin-2-one BrC1=CC=C(OCCN2[C@@H](C(N(CC2)C)=O)C)C=C1